C(C)OC(=O)C1CC2(OCCO2)[C@H](C1)NC(=O)OC(C)(C)C (9S)-9-(tert-butoxycarbonyl-amino)-1,4-dioxa-7-spiro[4.4]nonanecarboxylic acid ethyl ester